O=C1NC(CCC1N1C(C2=CC=CC(=C2C1=O)NCC=1C=NN(C1)C1CCN(CC1)C(=O)C1(CCCC1)C)=O)=O 2-(2,6-dioxopiperidin-3-yl)-4-(((1-(1-(1-methylcyclopentane-1-carbonyl)piperidin-4-yl)-1H-pyrazol-4-yl)methyl)amino)isoindoline-1,3-dione